FC1=NC=CC=C1C(C(=O)N)C1=NC=CC(=C1)C(F)(F)F 2-(2-Fluoropyridin-3-yl)-2-(4-(trifluoromethyl)pyridin-2-yl)acetamide